tert-butyl (6-(4-chloro-7-((2-(trimethylsilyl)ethoxy)methyl)-7H-pyrrolo[2,3-d]pyrimidin-6-yl)pyrazin-2-yl)carbamate ClC=1C2=C(N=CN1)N(C(=C2)C2=CN=CC(=N2)NC(OC(C)(C)C)=O)COCC[Si](C)(C)C